((1s,3s)-3-Hydroxy-3-methylcyclobutyl)(7-(5-methoxy-2-methylphenyl)-2-azaspiro[3.5]nonan-2-yl)methanon OC1(CC(C1)C(=O)N1CC2(C1)CCC(CC2)C2=C(C=CC(=C2)OC)C)C